O1CC(CCC1)CC(=O)ON1C(C2=CC=CC=C2C1=O)=O 1,3-dioxoisoindolin-2-yl 2-(tetrahydro-2H-pyran-3-yl)acetate